C(C(=C)C)(=O)O.C(C(=C)C)(=O)O.C(C1CO1)C1=C(O)C=CC(=C1)C(C)(C)C1=CC=C(C=C1)O glycidyl-bisphenol a dimethacrylate